NC1=C(C=C(C=C1)C1=CC=C(S1)C(=O)N)NC(C1=CC=C(C=C1)S(=O)(=N)C)=O 5-[4-amino-3-[[4-(methylsulfonimidoyl)benzoyl]amino]phenyl]thiophene-2-carboxamide